BrC1=NC(=CC=C1)C(CC)O[Si](C)(C)C(C)(C)C 2-bromo-6-(1-((tert-butyldimethylsilyl)oxy)propyl)pyridine